ClC=1C=C(C=2N(N1)C(=CN2)C#C[Si](C)(C)C)N(C)CC2=CC=C(C=C2)OC 6-chloro-N-[(4-methoxyphenyl)methyl]-N-methyl-3-[2-(trimethylsilyl)ethynyl]imidazo[1,2-b]pyridazin-8-amine